ClC=1C=C(C=C(C1)Cl)C1=NC(=CC(=C1)CN1CCC(CC1)CNC(OC)=O)OC=1C=NC(=NC1)N1CCN(CC1)CCCS(=O)(=O)C methyl ((1-((2-(3,5-dichlorophenyl)-6-((2-(4-(3-(methylsulfonyl)propyl)piperazin-1-yl)pyrimidin-5-yl)oxy)pyridin-4-yl)methyl)piperidin-4-yl)methyl)carbamate